3-(6-(2-aminoethyl)-1-oxoisoindolin-2-yl)piperidine-2,6-dione NCCC1=CC=C2CN(C(C2=C1)=O)C1C(NC(CC1)=O)=O